N12N=CC=3C(N=CC=COC4=C(C=NC(=NC31)C=C2)C=CC=C4)=O 1,16-ethenopyrazolo[4,3-g][1,5,9,11]benzoxatriazacyclotetradecin-4-one